benzyl N-[(1S)-1-[(2S,5R,6R)-5-azido-6-[(1R,2R,3S,4R,6S)-4,6-diazido-2,3-dihydroxy-cyclohexoxy]tetrahydropyran-2-yl]-2-fluoro-ethyl]-N-benzyl-carbamate N(=[N+]=[N-])[C@@H]1CC[C@H](O[C@@H]1O[C@H]1[C@@H]([C@H]([C@@H](C[C@@H]1N=[N+]=[N-])N=[N+]=[N-])O)O)[C@@H](CF)N(C(OCC1=CC=CC=C1)=O)CC1=CC=CC=C1